dimethylsilanediylbis(cyclopentadienyl)zirconium dichloride [Cl-].[Cl-].C[Si](=[Zr+2](C1C=CC=C1)C1C=CC=C1)C